C12(CCC(CC1)C2)CCO norbornaneethanol